5,10-dihydro-5,10-dioctylphenazine C(CCCCCCC)N1C=2C=CC=CC2N(C2=CC=CC=C12)CCCCCCCC